(E)-N-((E)-(S)-18-Chloro-11-methyl-9-oxo-8,17,19-triaza-tricyclo[14.2.1.02,7]nonadeca-1(18),2,4,6,12,16(19)-hexaen-15-yl)-3-(5-chloro-2-tetrazol-1-yl-phenyl)-acrylamide ClC=1NC=2C(C/C=C/[C@H](CC(NC3=CC=CC=C3C1N2)=O)C)NC(\C=C\C2=C(C=CC(=C2)Cl)N2N=NN=C2)=O